2-(2-cyclopropylpyridin-4-yl)-5-nitro-1H-pyrrolo[2,3-b]pyridine C1(CC1)C1=NC=CC(=C1)C1=CC=2C(=NC=C(C2)[N+](=O)[O-])N1